ClC1=C(C=C(C=C1)F)C1NC(C2=C1C(=CC1=C(N(N=C21)C)CC2CC2)NC(C2=CC(=CC(=C2)F)C(F)(F)F)=O)=O N-[6-(2-chloro-5-fluorophenyl)-3-(cyclopropylmethyl)-2-methyl-8-oxo-7,8-dihydro-6H-pyrrolo[4,3-g]indazol-5-yl]-5-fluoro-3-(trifluoromethyl)benzamide